BrC1=C(C=CC(=C1)F)C(CCC(C(=O)OCC)(F)F)=O ethyl 5-(2-bromo-4-fluorophenyl)-2,2-difluoro-5-oxopentanoate